CC=1C=CC(=C(C1)C1=CC=CC=C1)NC(C(=O)NC1=C(C=C(C=C1)C)C1=CC=CC=C1)=O N1,N2-bis(5-methyl-[1,1'-biphenyl]-2-yl)oxalamide